C(C)(C)N1C(N(C(C(=C1)C(=O)NC1=CC(=C(C=C1)OC1=CC(=NC=2N1N=CC2)C)F)=O)C2=CC=C(C=C2)C)=O 1-isopropyl-3-(4-methylphenyl)-N-(3-fluoro-4-((5-methylpyrazolo[1,5-a]pyrimidin-7-yl)oxy)phenyl)-2,4-dioxo-1,2,3,4-tetrahydropyrimidine-5-carboxamide